S1C=C(C2=NC=CC=C21)N thieno[3,2-b]pyridin-3-amine